4-((2-chloropyridin-4-yl)methyl)-5-fluoro-2,3-dimethyl-1-((2-(trimethylsilyl)ethoxy)methyl)-1H-indole-7-carbonitrile ClC1=NC=CC(=C1)CC1=C2C(=C(N(C2=C(C=C1F)C#N)COCC[Si](C)(C)C)C)C